tert-butyl N-({1-[3-(difluoromethylsulfonamido) benzenesulfonyl]-5-(2-fluorophenyl)-1H-pyrrol-3-yl} methyl)-N-methylcarbamate FC(S(=O)(=O)NC=1C=C(C=CC1)S(=O)(=O)N1C=C(C=C1C1=C(C=CC=C1)F)CN(C(OC(C)(C)C)=O)C)F